4-(benzyloxy)-2-bromo-3-methoxy-6-methylpyridine C(C1=CC=CC=C1)OC1=C(C(=NC(=C1)C)Br)OC